NCCNCCC[Si](OC)(OC)OC N-β-aminoethyl-γ-aminopropyl-trimethoxysilane